N[C@@H](CCCNC(N)=N)C(=O)[O-].[Sn+4].N[C@@H](CCCNC(N)=N)C(=O)[O-].N[C@@H](CCCNC(N)=N)C(=O)[O-].N[C@@H](CCCNC(N)=N)C(=O)[O-] Tin L-arginine salt